ClC1=CC2=C(N=C(O2)NC(C)C2=NC(=CN=C2C2=NC=CC=N2)OC)C=C1C(F)(F)F 6-chloro-N-[1-(6-methoxy-3-pyrimidin-2-yl-pyrazin-2-yl)ethyl]-5-(trifluoromethyl)-1,3-benzoxazol-2-amine